C(C=C)C=1C=C(C(NC1C(F)(F)F)=O)C(=O)NC1C2=CC=C(C=C2OC=2C=C(C=CC12)C)C 5-allyl-N-(3,6-dimethyl-9H-xanthen-9-yl)-2-oxo-6-(trifluoromethyl)-1,2-dihydropyridine-3-carboxamide